C[N+]1(CC(CC(C1)=C)=C)C N,N-dimethyl-3,5-dimethylenepiperidinium